BrC1=C(C=CC(=C1)OC(C)C)[N+](=O)[O-] 2-bromo-4-isopropoxy-1-nitro-benzene